N-(3-(3-isopropyl-4-oxo-7-(1-trityl-1H-imidazol-4-yl)-3,4-dihydroimidazo[2,1-f][1,2,4]triazin-2-yl)phenethyl)acetamide C(C)(C)N1C(=NN2C(C1=O)=NC=C2C=2N=CN(C2)C(C2=CC=CC=C2)(C2=CC=CC=C2)C2=CC=CC=C2)C=2C=C(CCNC(C)=O)C=CC2